3-bromo-4-(difluoromethoxy)benzonitrile BrC=1C=C(C#N)C=CC1OC(F)F